3-oxo-morpholine-2,4-dicarboxylic acid di-tert-butyl ester C(C)(C)(C)OC(=O)C1C(N(CCO1)C(=O)OC(C)(C)C)=O